COC(=O)C1(CCCC2=CC=CC=C12)CC1=NC(=NC(=C1[N+](=O)[O-])Cl)Cl 1-((2,6-dichloro-5-Nitropyrimidin-4-yl)methyl)-1,2,3,4-tetrahydronaphthalene-1-carboxylic acid methyl ester